Cl\C(\C(F)(F)F)=C(\C(F)(F)F)/F Z-2-chloro-1,1,1,3,4,4,4-heptafluoro-2-butene